Methyl amino-1-cyclohexanecarboxylate NC1(CCCCC1)C(=O)OC